N-[4-(2,4-dioxo-1,2,3,4,8,9,10,11-octahydronaphtho[1,2-b][1,4]diazepin-5-yl)phenyl]-3-methoxybenzenesulfonamide O=C1CC(N(C2=C(N1)C=1CCCCC1C=C2)C2=CC=C(C=C2)NS(=O)(=O)C2=CC(=CC=C2)OC)=O